(1R,2S,5R)-1-Acetamido-N-(tert-butyl)-2-[(dimethylamino)methyl]-5-(2-(4,4,5,5-tetramethyl-1,3,2-dioxaborolan-2-yl)ethyl)cyclohexane-1-carboxamide C(C)(=O)N[C@]1([C@@H](CC[C@H](C1)CCB1OC(C(O1)(C)C)(C)C)CN(C)C)C(=O)NC(C)(C)C